ClC=1C(=CC=C2N=CC(=NC12)C=1C=NN(C1)CC1C(N(CCC1)C)=O)OC=1C=CC2=C(NC(=N2)C)C1 ((4-(8-chloro-7-((2-methyl-1H-benzo[d]imidazol-6-yl)oxy)-quinoxalin-2-yl)-1H-pyrazol-1-yl)methyl)-1-methylpiperidin-2-one